FC(C(=O)O)(F)F.N[C@@H]1CC[C@H](CC1)N(C(=O)NCC1=CC=CC=C1)C1=NC=C(N=C1)C=1C=NN(C1)C 1-(trans-4-aminocyclohexyl)-3-benzyl-1-(5-(1-methyl-1H-pyrazol-4-yl)pyrazin-2-yl)urea trifluoroacetate